O.O.S1(=O)(=O)NC(=O)C2=CC=CC=C12.[Na] sodium saccharine dihydrate